C(#N)C1=C(C=CC=C1)SC=1C=2N(C=C(C1)C=1C=NN(C1)[C@@H]1CN(CC1)C(CO)=O)N=CC2C#N (S)-4-((2-cyanophenyl)thio)-6-(1-(1-(2-hydroxyacetyl)pyrrolidin-3-yl)-1H-pyrazol-4-yl)pyrazolo[1,5-a]pyridine-3-carbonitrile